3-(5-propylpyridin-2-yl)bicyclo[1.1.1]pentan-1-amine C(CC)C=1C=CC(=NC1)C12CC(C1)(C2)N